[Cl-].ClC=1[NH2+]SSC1Cl 4,5-dichloro-1,2,3-dithiazolium chloride